OC1(CC1)CN1N=C(C(=C1)C(=O)NC1=NC(=CC=C1)C1=CN=C2N1[C@H](CC2)C)OC (S)-1-((1-hydroxycyclopropyl)methyl)-3-methoxy-N-(6-(5-methyl-6,7-dihydro-5H-pyrrolo[1,2-a]imidazol-3-yl)pyridin-2-yl)-1H-pyrazole-4-carboxamide